1-[4-(cyanomethyl)-1-[(4-fluorophenyl)methyl]-4-piperidyl]-3-(cyclopropanecarbonylamino)pyrazole-4-carboxamide C(#N)CC1(CCN(CC1)CC1=CC=C(C=C1)F)N1N=C(C(=C1)C(=O)N)NC(=O)C1CC1